ethyl 4-chloro-1H-imidazole-2-carboxylate ClC=1N=C(NC1)C(=O)OCC